diphenylbenzene-1,2,4-triamine C1(=CC=CC=C1)C1=C(C(=C(C(=C1)N)N)C1=CC=CC=C1)N